CN1N=NC2=C1C=C(C=C2)C2=CNC1=NC=C(C=C12)NC1=CC(=NC=C1)N1CCN(CC1)C 3-(1-methyl-1H-benzo[d][1,2,3]triazol-6-yl)-N-(2-(4-methylpiperazin-1-yl)pyridin-4-yl)-1H-pyrrolo[2,3-b]pyridin-5-amine